N12CCCN=C2CCC1 1,5-diaza-bicyclo[4.3.0]non-5-ene